ClC1=C(C=CC=C1)NC=1C=C2C(=NC1C)N(N=C2)C=2C=C(SC2)C(=O)NC 4-(5-((2-chlorophenyl)amino)-6-methyl-1H-pyrazolo[3,4-b]pyridin-1-yl)-N-methylthiophene-2-carboxamide